Racemic-1-(5-chloro-3-methoxypyridin-2-yl)-3-(isoquinolin-4-yl)-2-oxoimidazolidine-4-carbonitrile ClC=1C=C(C(=NC1)N1C(N([C@H](C1)C#N)C1=CN=CC2=CC=CC=C12)=O)OC |r|